ClC(C(OC1=C(C=CC=C1)NC(=O)C=1C(=NN(C1)C)C(F)F)(F)F)F 3-difluoromethyl-1-methyl-1H-pyrazole-4-carboxylic acid N-[2-(2-chloro-1,1,2-trifluoroethoxy)phenyl]-amide